ethyl 2-(5-(imidazo[1,2-a]pyridin-8-ylmethoxy)-2-methoxypyridin-4-yl)thiazolidine-4-carboxylate N=1C=CN2C1C(=CC=C2)COC=2C(=CC(=NC2)OC)C2SCC(N2)C(=O)OCC